N-(4-chloro-3-cyanophenyl)-N-{4-[2-(2,6-dichlorophenyl)acetamido]pyridin-2-yl}acetamide ClC1=C(C=C(C=C1)N(C(C)=O)C1=NC=CC(=C1)NC(CC1=C(C=CC=C1Cl)Cl)=O)C#N